FC1CCOC2C1OC(OC2)C2=CC=CC=C2 8-fluoro-2-phenylhexahydropyrano[3,2-d][1,3]dioxine